C[C@@H]1[C@H](C2=NC=CC=C2O1)[C@H](C(=O)OCC)C Ethyl (2R)-2-[(2R,3S)-2-methyl-2,3-dihydrofuro[3,2-b]pyridin-3-yl]propanoate